CC1=C(C=CC=C1C1=C(C(=CC=C1)C1=CC=2N(C=C1)N=C(N2)C=C)C)C2=CC=C(C=C2)C=O 2',2''-dimethyl-3''-(2-vinyl-[1,2,4]triazolo[1,5-a]pyridin-7-yl)-[1,1':3',1''-terphenyl]-4-carbaldehyde